NC1CCC(CC1)NC1=NC2=C(C=C(C=C2C=N1)N1N=CC(=C1)NS(=O)(=O)C1=C(C=CC=C1)Cl)CC N-(1-(2-(((1r,4r)-4-aminocyclohexyl)amino)-8-ethylquinazolin-6-yl)-1H-pyrazol-4-yl)-2-chlorobenzenesulfonamide